C(C)OC(=O)C1CC(C1)NNC(=O)OC(C)(C)C tert-butyl 2-(3-(ethoxycarbonyl)cyclobutyl)hydrazine-1-carboxylate